diethyl ((methylthio)methyl)phosphonate CSCP(OCC)(OCC)=O